COC(=O)N1[C@H](CCC2=C(C=CC=C12)NC(C1=CC=CC=C1)C1=CC=CC=C1)C (2S)-5-[(benzhydryl)amino]-2-methyl-1,2,3,4-tetrahydroquinoline-1-carboxylic acid methyl ester